4-fluoro-2'-chloro-biphenyl FC1=CC=C(C=C1)C1=C(C=CC=C1)Cl